NC=1SC=C(N1)N1C(CCC1)=O (2-aminothiazol-4-yl)pyrrolidin-2-one